ClC=1C(=CC(=NC1)C(C(=O)N)(C)C1=NC(=CC=C1)C#N)C1=C2N(N=C1)CC(C2)(C)C (5-chloro-4-(5,5-dimethyl-5,6-dihydro-4H-pyrrolo[1,2-b]pyrazol-3-yl)pyridin-2-yl)-2-(6-cyanopyridin-2-yl)Propanamide